COC1=CC=C(CN2C(C(CCC2=O)N2C(N3CCN(C=4C=CC=C2C34)CC3=CC=C(C=C3)C)=O)=O)C=C1 1-(4-methoxybenzyl)-3-(6-(4-methylbenzyl)-2-oxo-5,6-dihydro-4H-imidazo[1,5,4-de]quinoxaline-1(2H)-yl)piperidine-2,6-dione